SCCCCCCCCCCCCCCCCCC[Si](C)(C)OC 18-mercaptooctadecylmethoxydimethyl-silane